1-(1-(4-(5-(difluoromethyl)-1,3,4-oxadiazol-2-yl)benzyl)-1H-indol-3-yl)-2,2-difluoroethanone FC(C1=NN=C(O1)C1=CC=C(CN2C=C(C3=CC=CC=C23)C(C(F)F)=O)C=C1)F